C1(CCCCC1)OCC1(COC1)CC 3-(cyclohexyloxy)methyl-3-ethyloxetane